C[C@H]1OC[C@H](N(C1)C=1C=C2C(=CC=NC2=CC1)C(=O)OC(C)(C)C)C tert-Butyl 6-((2R,5R)-2,5-dimethylmorpholino)quinoline-4-carboxylate